3-((3-((3-(2,6-dichlorophenyl)-5-isopropylisoxazol-4-yl)methoxy)benzyl)oxy)benzoic acid ClC1=C(C(=CC=C1)Cl)C1=NOC(=C1COC=1C=C(COC=2C=C(C(=O)O)C=CC2)C=CC1)C(C)C